FC=1C=C2CN(C=NC2=CC1)C1=CC(=CC=C1)CCC(=O)N1CCOCC1 6-fluoro-3-(3-(3-morpholino-3-oxopropyl)phenyl)-3,4-dihydroquinazolin